[N+](=O)([O-])C1=C(OCCOCCO)C=CC=C1 2-(2-(2-nitrophenoxy)ethoxy)ethan-1-ol